7-n-Hexyl-1,4-dimethylazulen C(CCCCC)C1=CC=C(C2=CC=C(C2=C1)C)C